tert-butyl (4-(4-(dimethylamino)-3-iodo-1H-pyrazolo[3,4-d]pyrimidin-1-yl)butyl)carbamate CN(C1=C2C(=NC=N1)N(N=C2I)CCCCNC(OC(C)(C)C)=O)C